COC(C1=C(C(=CC(=C1)C1=NN(C(N1)CC)C)C1CCC1)C)=O cyclobutyl-5-(5-ethyl-N-methyl-4H-1,2,4-triazol-3-yl)-2-methylbenzoic acid methyl ester